ClC=1C=C(SC1)C(C)NC1CC1 (1-(4-chlorothiophene-2-yl)ethyl)cyclopropylamine